styrene-hexanethiol C(=CC1=CC=CC=C1)CCCCCCS